COC=1C=C(C(=O)OC)C=CC1[C@@H]1CNCCC1 Methyl (R)-3-methoxy-4-(piperidin-3-yl)benzoate